(R)-1-(5-chloro-3-fluoro-pyridin-2-yl)-4-(3-fluoro-4-(trifluoromethyl)benzyl)-3-(oxetan-3-yl)piperazine-2,5-dione ClC=1C=C(C(=NC1)N1C([C@H](N(C(C1)=O)CC1=CC(=C(C=C1)C(F)(F)F)F)C1COC1)=O)F